CNC(CCN)NC 3,3-dimethylaminopropylamine